4-(1-cyclopropyl-1H-indol-3-yl)pyrimidine-5-carboxylic acid isopropyl ester C(C)(C)OC(=O)C=1C(=NC=NC1)C1=CN(C2=CC=CC=C12)C1CC1